(±)-3-(benzyloxy)-1-(2-chlorophenyl)-1-hydroxypropan-2-yl acetate C(C)(=O)OC(C(O)C1=C(C=CC=C1)Cl)COCC1=CC=CC=C1